benzyl (S)-2-(cyanomethyl)-4-(2-(3-(dimethylamino)-3-oxopropoxy)-7-(8-methylnaphthalen-1-yl)-5,6,7,8-tetrahydropyrido[3,4-d]pyrimidin-4-yl)-3,4-dihydropyrazine-1(2H)-carboxylate C(#N)C[C@@H]1N(C=CN(C1)C=1C2=C(N=C(N1)OCCC(=O)N(C)C)CN(CC2)C2=CC=CC1=CC=CC(=C21)C)C(=O)OCC2=CC=CC=C2